C(#N)C1=C(C=C2C(=C(N(C2=C1C#N)C)N1C(=NN=C1)C(=O)N(C)C)N1C=NC=C1)OC (6,7-dicyano-3-(1H-imidazol-1-yl)-5-methoxy-1-methyl-1H-indol-2-yl)-N,N-dimethyl-4H-1,2,4-triazole-3-carboxamide